[2H]C1([C@@H]([C@H](OC(C1(N1CC2=NN(C=C2C1)S(=O)(=O)C([2H])([2H])[2H])[2H])(C(F)(F)F)[2H])C1=C(C=CC(=C1)F)F)NC([O-])=O)[2H] [(2R,3S)-4,4,5,6-tetradeuterio-2-(2,5-difluorophenyl)-5-[2-(trideuteriomethylsulfonyl)-4,6-dihydropyrrolo[3,4-c]pyrazol-5-yl]-6-(trifluoromethyl)tetrahydropyran-3-yl]carbamate